NC1=C(SC=2N=NC(=C(C21)C)C)C(=O)N 5-amino-3,4-dimethylthieno[2,3-c]Pyridazine-6-carboxamide